N1C=2C(=NC=C1)C=NC2 Pyrrolo[3,4-b]Pyrazine